BrC=1C=C2C(=NC1)N=C(O2)C2=C(C(=CC(=C2)F)[N+](=O)[O-])C 6-bromo-2-(5-fluoro-2-methyl-3-nitrophenyl)oxazolo[4,5-b]pyridine